FC=1C=C2C(=CNC(C2=CC1F)=O)[C@@H](C)N(C(=O)NC1=CC=C(C=C1)F)C |r| Racemic-1-(1-(6,7-difluoro-1-oxo-1,2-dihydroisoquinolin-4-yl)ethyl)-3-(4-fluorophenyl)-1-methylurea